N1-(1-(5-Bromopyridin-2-yl)-2,2,2-trifluoroethyl)ethane-1,2-diamine BrC=1C=CC(=NC1)C(C(F)(F)F)NCCN